Cl.O=C1NC2=C(N1C1CCNCC1)C=CC(=C2)C(=O)OC methyl 2-oxo-1-(piperidin-4-yl)-2,3-dihydro-1H-benzo[d]imidazole-5-carboxylate hydrochloride